C(C)N(CC)N(C1=CC=CC=C1)S(=O)(=O)C (N,N-diethyl)amino-N-methylsulfonyl-aniline